5-Carbamoyl-methyluridine C(N)(=O)C=1C(NC(N([C@]2([C@H](O)[C@H](O)[C@@H](CO)O2)C)C1)=O)=O